ClC1=C2C(=C3C(NC(=NC3=C1)C)=O)C=NN2C 4-chloro-3,7-dimethyl-3,8-dihydro-9H-pyrazolo[4,3-f]quinazolin-9-one